bis(4-bromophenyl)-N-methylamine BrC1=CC=C(C=C1)N(C)C1=CC=C(C=C1)Br